[2H]C1(CC2(CC2)C1)N1[C@@H](COC=2C=C(N=C(NS(C=3C=CC=C(C1=O)C3)(=O)=O)N2)C2=C(C=CC=C2C)C)CC(C)C (11R)-12-(5-Deuteriospiro[2.3]hexan-5-yl)-6-(2,6-dimethylphenyl)-11-isobutyl-2,2-dioxo-9-oxa-2-thia-3,5,12,19-tetrazatricyclo[12.3.1.14,8]nonadeca-1(18),4,6,8(19),14,16-hexaen-13-one